6-((1,4-dinitro-1H-imidazol-2-yl)methoxy)hexanoic acid [N+](=O)([O-])N1C(=NC(=C1)[N+](=O)[O-])COCCCCCC(=O)O